C1(=CC=C(C=C1)C(\C=C\C1=CC=C(C=C1)C(F)(F)F)=O)C (E)-1-(p-tolyl)-3-(4-(trifluoromethyl)phenyl)prop-2-en-1-one